tert-butyl (2S)-4-(2-chloro-7-(8-chloronaphthalen-1-yl)-7,8-dihydro-5H-pyrano[4,3-d]pyrimidin-4-yl)-2-(cyanomethyl)-piperazine-1-carboxylate ClC=1N=C(C2=C(N1)CC(OC2)C2=CC=CC1=CC=CC(=C21)Cl)N2C[C@@H](N(CC2)C(=O)OC(C)(C)C)CC#N